ClC=1C(=C(N=NC1)C(=O)[O-])Cl.[Li+] Lithium dichloropyridazine-3-carboxylate